CC(C)(CC(C)(C)C)C1=CC=C(OCCO)C=C1 2-[4-(2,4,4-trimethylpent-2-yl)phenoxy]ethanol